FC(C(=O)[O-])(F)F.COCC1C[NH2+]C1 3-(methoxymethyl)azetidinium trifluoroacetate